ClC1=CC2=C(N(C(N=C2N2[C@H](CN(CC2)C(C=C)=O)C)=O)C=2C(=NC=CC2C(C)C)C)N=C1C1=C(C=CC=C1)F 6-chloro-7-(2-fluorophenyl)-1-(2-methyl-4-(2-propanyl)-3-pyridinyl)-4-((2S)-2-methyl-4-(2-propenoyl)-1-piperazinyl)pyrido[2,3-d]pyrimidin-2(1H)-one